N-[1-[3-(triazol-2-yl)pyrazin-2-yl]ethyl]-3-(2,2,2-trifluoroethoxy)-5-(trifluoromethyl)benzamide N=1N(N=CC1)C=1C(=NC=CN1)C(C)NC(C1=CC(=CC(=C1)C(F)(F)F)OCC(F)(F)F)=O